methyl-pyrrolidin CN1CCCC1